N1CC(CCC1)C1(C2=C(N=C(N1)N)NC=C2)N 4-(piperidin-3-yl)-7H-pyrrolo[2,3-d]pyrimidine-2,4-diamine